CN1C(=C([C@H]2[C@H](O)[C@H](O)[C@@H](CO)O2)C(NC1=O)=O)NC 1-Methyl-6-methylamino-pseudouridine